CC1=CC2=C(C3=CC=C(C=C3C(=C2C=C1)C(=O)OCCCCCCCC)C)C(=O)OCCCCCCCC 2,6-dimethyl-9,10-bis(n-octyloxycarbonyl)anthracene